BrC1=C(C=C2C(N(C(C2=C1)=O)C1C(NC(CC1)=O)=O)=O)CN1CCC(CC1)C1=CC=C(C=C1)N1N=C2C(=CC=CC2=C1)C(=O)N 2-(4-(1-((6-Bromo-2-(2,6-dioxopiperidin-3-yl)-1,3-dioxoisoindoline-5-yl)methyl)piperidin-4-yl)phenyl)-2H-indazole-7-carboxamide